3-({2-fluoro-3-[(methylsulfamoyl)amino]phenyl}methyl)-7-(pyrazin-2-yloxy)-2,3-dihydrospiro[1,3-benzoxazine-4,3'-oxetan]-2-one FC1=C(C=CC=C1NS(NC)(=O)=O)CN1C(OC2=C(C=CC(=C2)OC2=NC=CN=C2)C12COC2)=O